N-[(1S,2S)-5,5-difluoro-2-hydroxycyclohexyl]-4-(difluoromethoxy)benzamide FC1(CC[C@@H]([C@H](C1)NC(C1=CC=C(C=C1)OC(F)F)=O)O)F